2-(1H-imidazol-4-yl)pyridine N1C=NC(=C1)C1=NC=CC=C1